2-[3-(3-chlorophenyl)pyrazol-1-yl]-6-(1-methylpyrazol-3-yl)-4-morpholino-furo[3,2-d]pyrimidine ClC=1C=C(C=CC1)C1=NN(C=C1)C=1N=C(C2=C(N1)C=C(O2)C2=NN(C=C2)C)N2CCOCC2